2-(3-(3-((5-methyl-1H-1,2,3-triazol-1-yl)-methyl)oxetan-3-yl)phenyl)-6-(((1-methylcyclobutyl)amino)methyl)-4-(trifluoromethyl)-isoindolin-1-one CC1=CN=NN1CC1(COC1)C=1C=C(C=CC1)N1C(C2=CC(=CC(=C2C1)C(F)(F)F)CNC1(CCC1)C)=O